Cl.Cl.O1CCOC2=NC=C(C=C21)N 2,3-dihydro-[1,4]dioxino[2,3-b]pyridin-7-amine dihydrochloride